FC1=CC=C(C=C1)S(=O)(=O)NC1=C(C=CC(=C1)CNC)C=1SC=CC1 4-Fluoro-N-(5-((methylamino)methyl)-2-(thiophene-2-yl)phenyl)benzenesulfonamide